(trans)-1',1'-difluoro-3'-oxohexahydro-1'H-spiro[cyclopropane-1,2'-indolizine]-6'-carboxylic acid FC1(C2(C(N3C[C@H](CC[C@@H]13)C(=O)O)=O)CC2)F